FC=1C=C(C=[N+](C1C=1C=C2C=CC(N(C2=CN1)CC(C(F)(F)F)(F)F)=O)[O-])C1(CC1)C#N 1-[5-fluoro-1-oxido-6-[2-oxo-1-(2,2,3,3,3-pentafluoropropyl)-1,7-naphthyridin-6-yl]pyridin-1-ium-3-yl]cyclopropanecarbonitrile